Cl.BrC1=CC=C(OC2CNC2)C=C1 3-(4-bromophenoxy)azetidine HCl